4-((2-chloro-6-fluoro-1H-benzo[d]imidazol-1-yl)methyl)benzonitrile ClC1=NC2=C(N1CC1=CC=C(C#N)C=C1)C=C(C=C2)F